C(C)(C)(C)OC(=O)N1C[C@@H](CC1)C(NC1=NN(C2=CC=C(C=C12)Br)C(C1=CC=CC=C1)(C1=CC=CC=C1)C1=CC=CC=C1)=O (3R)-3-[(5-bromo-1-trityl-1H-indazol-3-yl)carbamoyl]pyrrolidine-1-carboxylic acid tert-butyl ester